5-[3-(2,5-dimethyl-furan-3-yl)-1,2,4-oxadiazol-5-yl]-1-(propan-2-yl)-1H-1,2,3-benzotriazole CC=1OC(=CC1C1=NOC(=N1)C1=CC2=C(N(N=N2)C(C)C)C=C1)C